2,3-dimethyl-3-hexanol CC(C)C(CCC)(O)C